tert-Butyl 2-(3-acetyl-5-(2-methylimidazo[1,2-a]pyridin-6-yl)-1H-indazol-1-yl)acetate C(C)(=O)C1=NN(C2=CC=C(C=C12)C=1C=CC=2N(C1)C=C(N2)C)CC(=O)OC(C)(C)C